tri-propylamine C(CC)N(CCC)CCC